C[Si](C(C(=O)OCCC)C)(C)C propyl α-trimethylsilylpropionate